Cl.CC1(CNC1)C 3,3-dimethylazetidine hydrochloric acid salt